NC1=NC=CC(=N1)CC1=CC=C2[C@](NC(NC2=C1)=O)(C(F)(F)F)C#CC1CC1 (S)-7-((2-aminopyrimidin-4-yl)methyl)-4-(cyclopropylethynyl)-4-(trifluoromethyl)-3,4-dihydroquinazolin-2(1H)-one